C1(CCCC1)C1C[C@H](N(CC1)CC1=C2C=CNC2=C(C=C1OC)C)C1=CC=C(C(=O)O)C=C1 4-((2S)-4-cyclopentyl-1-((5-methoxy-7-methyl-1H-indol-4-yl)methyl)piperidin-2-yl)benzoic acid